(R)-2-(1-Acetylpyrrolidin-2-yl)-N-(5-chloro-4-(5,5-dimethyl-5,6-dihydro-4H-pyrrolo[1,2-b]pyrazol-3-yl)pyridin-2-yl)acetamide C(C)(=O)N1[C@H](CCC1)CC(=O)NC1=NC=C(C(=C1)C1=C2N(N=C1)CC(C2)(C)C)Cl